(l)-3-Bromo-1-phenyl-1H-pyrrole-2,5-dione BrC=1C(N(C(C1)=O)C1=CC=CC=C1)=O